ethyl 2-amino-3H-thieno[3,4-b]azepine-4-carboxylate NC=1CC(=CC=2C(N1)=CSC2)C(=O)OCC